(5-(((cis)-2-(3-(5-chloropyrimidin-4-yl)azetidin-1-yl)cyclohexyl)oxy)-1-oxoisoindolin-2-yl)piperidine-2,6-dione ClC=1C(=NC=NC1)C1CN(C1)[C@@H]1[C@@H](CCCC1)OC=1C=C2CN(C(C2=CC1)=O)N1C(CCCC1=O)=O